N-ethyl-6,7-difluoro-N-(3-fluoro-5-iodo-Phenyl)-[1,2,4]triazolo[4,3-a]quinazolin-5-amine C(C)N(C1=NC=2N(C3=CC=C(C(=C13)F)F)C=NN2)C2=CC(=CC(=C2)I)F